Perfluoro-3-methylene-2,4-dioxabicyclo[4.3.0]nonane FC12OC(OC(C2(C(C(C1(F)F)(F)F)(F)F)F)(F)F)=C(F)F